F[C@@H]\1[C@@]2(C[C@H]([C@](C/C1=C\C=1N=NC(=CN1)C1=C(C=C(C=C1)N1C=NC=C1)O)(N2)[2H])F)[2H] 2-(3-((E)-((1S,2S,5S,6R)-2,6-difluoro-8-azabicyclo[3.2.1]octan-3-ylidene-1,5-d2)methyl)-1,2,4-triazin-6-yl)-5-(1H-imidazol-1-yl)phenol